alpha-acrylamidomethyl-propanesulfonic acid C(C=C)(=O)NCC(CC)S(=O)(=O)O